C1(=CC=CC=C1)C(C(C1=CC=CC=C1)C1=CC=CC=C1)C1=CC=CC=C1 1,1,2,2-Tetraphenylethane